tert-butyl ((1r,3r)-3-(4-(2-(4-((4-(2-hydroxylpropan-2-yl)pyrimidin-2-yl)oxy)phenyl)propan-2-yl)phenoxy)cyclobutyl)carbamate OC(C)(C)C1=NC(=NC=C1)OC1=CC=C(C=C1)C(C)(C)C1=CC=C(OC2CC(C2)NC(OC(C)(C)C)=O)C=C1